[Si](C)(C)(C(C)(C)C)OCCN[C@@H]1CN(CCC1(F)F)C1=NC2=C(N1CC1=NC=C(C#N)C=C1)C=C(C=C2)F (R)-6-((2-(3-((2-((tert-butyldimethylsilyl)oxy)ethyl)amino)-4,4-difluoropiperidin-1-yl)-6-fluoro-1H-benzo[d]imidazol-1-yl)methyl)nicotinonitrile